2-phenyldicarboxyacetate C1(=CC=CC=C1)C(C(=O)[O-])(C(=O)O)C(=O)O